(+-)-3-(2-chlorophenyl)-6-methylene-1,4-oxazepan ClC1=C(C=CC=C1)[C@@H]1COCC(CN1)=C |r|